O1CCN(CC1)C=1OC=C(N1)NC1=NC=C(C(=N1)NCCCN1CCOCCC1=O)C(F)(F)F 4-(3-((2-((2-morpholinooxazol-4-yl)amino)-5-(trifluoromethyl)pyrimidin-4-yl)amino)propyl)-1,4-oxazepan-5-one